N1(CCCCCC1)C1=C(C(=O)N2C(CN(CC2)C(=O)OC(C)(C)C)C)C=CC(=C1)NC(=O)C1CC1 tert-butyl 4-[2-(azepan-1-yl)-4-(cyclopropanecarbonylamino)benzoyl]-3-methylpiperazine-1-carboxylate